BrC1=CC=C2C3(CC=4C(=NOC4C2=C1)NS(=O)(=O)C1=C(C=CC(=C1)C#N)OC)CC3 N-(8'-bromo-4'H-spiro[cyclopropane-1,5'-naphtho[2,1-d]isoxazol]-3'-yl)-5-cyano-2-methoxybenzenesulfonamide